F[C@@H]1[C@H](CN(CC1)C=1C=CC(=NC1)NC=1C2=C(C(=NC1)C1=CN=C3N1C=CC=C3F)CNC2=O)O 7-((5-((3S,4S)-4-fluoro-3-hydroxy-piperidin-1-yl)pyridin-2-yl)amino)-4-(8-fluoro-imidazo[1,2-a]pyridin-3-yl)-2,3-dihydro-1H-pyrrolo[3,4-c]pyridin-1-one